1-methylcyclohexanol CC1(CCCCC1)O